1-(pyridine-2-yl)piperidin-4-amine N1=C(C=CC=C1)N1CCC(CC1)N